(2S,2'S,2''S)-3,3',3''-((nitrilotris(methylene))tris(benzofuran-5,3-diyl))tris(2-((R)-pyrrolidin-3-yl)propanoic acid) N(CC=1C=CC2=C(C(=CO2)C[C@H](C(=O)O)[C@@H]2CNCC2)C1)(CC=1C=CC2=C(C(=CO2)C[C@H](C(=O)O)[C@@H]2CNCC2)C1)CC=1C=CC2=C(C(=CO2)C[C@H](C(=O)O)[C@@H]2CNCC2)C1